ClC=1C=C(CN2C[C@H](N(CC2)C(=O)N2N=C(C=C2)C(=O)N)C)C=C(C1)C(F)(F)F (R)-1-(4-(3-chloro-5-(trifluoromethyl)benzyl)-2-methylpiperazine-1-carbonyl)-1H-pyrazole-3-carboxamide